(3R)-3-{[2-(4-methoxyphenyl)-10-methyl-[1,2,4]triazolo[1,5-c]quinazolin-5-yl]amino}azepin-2-one COC1=CC=C(C=C1)C1=NN2C(=NC=3C=CC=C(C3C2=N1)C)NC=1C(N=CC=CC1)=O